C(CCCCCCCCCCC)N(C(C(C)C)=O)CCOC N-dodecyl-N-(2-methoxyethyl)isobutyramide